ClC=1C=C(C=CC1OC(F)(F)F)N(C(C#C[Si](C(C)C)(C(C)C)C(C)C)=O)C1(CCCC1)C(=O)NO 1-(N-(3-chloro-4-(trifluoromethoxy)phenyl)-3-(triisopropylsilyl)propiolamido)-N-hydroxycyclopentane-1-carboxamide